2-((4-(N-(4-methoxybenzyl)sulfamoyl)-2-nitrophenyl)(methyl)amino)ethyl methanesulfonate CS(=O)(=O)OCCN(C)C1=C(C=C(C=C1)S(NCC1=CC=C(C=C1)OC)(=O)=O)[N+](=O)[O-]